2-hydroxy-4-(2-acryloyloxyethoxy)-4'-(2-hydroxyethoxy)benzophenone OC1=C(C(=O)C2=CC=C(C=C2)OCCO)C=CC(=C1)OCCOC(C=C)=O